(S)-3-cyano-N-(1-(1-(5-((dimethyl(oxo)-λ6-sulfaneylidene)amino)pyridin-2-yl)-1H-1,2,4-triazol-5-yl)ethyl)-N-methyl-5-(trifluoromethyl)benzamide C(#N)C=1C=C(C(=O)N(C)[C@@H](C)C2=NC=NN2C2=NC=C(C=C2)N=S(=O)(C)C)C=C(C1)C(F)(F)F